COC1=CC=C(CN(CC2=CC=C(C=C2)OC)C2=NC(=NN3C2=NC=C3)C(=O)N(CCC)CCC)C=C1 (bis(4-methoxybenzyl)amino)-N,N-dipropylimidazo[2,1-f][1,2,4]triazine-2-carboxamide